6-(8-chloronaphthalen-1-yl)-1-(2,6-dimethylmorpholino)-3-(piperazin-1-yl)-5,6,7,8-tetrahydro-2,6-naphthyridine-4-carbonitrile hydrochloride Cl.ClC=1C=CC=C2C=CC=C(C12)N1CC=2C(=C(N=C(C2CC1)N1CC(OC(C1)C)C)N1CCNCC1)C#N